OC=1C=C(C=CC1)\C=C/C(=O)C1=CC=C(C=C1)NS(=O)(=O)C N-[4-[(Z)-3-(3-Hydroxyphenyl)prop-2-enoyl]phenyl]methanesulfonamide